O[Si](CCSSCC[Si](C)(C)O)(C)C bis-(2-hydroxy-dimethylsilyl-ethyl) disulfide